F[C@@H](C=O)[C@@H](O)[C@@H](O)[C@H](O)CO 2-desoxy-2-fluoro-D-galactose